cyclopentyl 1,3-dimethyl-butyl ether CC(CC(C)C)OC1CCCC1